N-(6-chloro-4-(1-methoxyethyl)-1,5-naphthyridin-3-yl)-N'-(2-methyl-6-(2H-1,2,3-triazol-2-yl)-5-(trifluoromethyl)pyridin-3-yl)urea ClC=1N=C2C(=C(C=NC2=CC1)NC(=O)NC=1C(=NC(=C(C1)C(F)(F)F)N1N=CC=N1)C)C(C)OC